ClC1=NC=C(C(=C1)C1=C(C=NC(=C1)C)C(=O)NC=1SC2=C(N1)CN(C2)C(=O)N2CC(C2)O)OC 2'-chloro-N-(5-(3-hydroxyazetidine-1-carbonyl)-5,6-dihydro-4H-pyrrolo[3,4-d]thiazol-2-yl)-5'-methoxy-6-methyl-[4,4'-bipyridine]-3-carboxamide